C(CCCCCCCCCCC)CC(C)OC dodecyl-2-methoxypropane